2-azido-6-(4,4-difluoropiperidin-1-yl)-4-methylpyridine N(=[N+]=[N-])C1=NC(=CC(=C1)C)N1CCC(CC1)(F)F